decanoic acid undecyl ester C(CCCCCCCCCC)OC(CCCCCCCCC)=O